C1(=CC=CC2=CC3=CC=CC=C3C=C12)NC(C=C)=O acrylic acid anthranylamide